NC1=NC(=NC=N1)N1CC(C(CC1)O)(C)F (4-amino-1,3,5-triazin-2-yl)-3-fluoro-3-methylpiperidin-4-ol